C1(CC1)NCC1=C(C=C(C=C1)F)F cyclopropyl-(2,4-difluorophenyl)methylamine